O1C(CCCCCCCCCC\C=C\CC1)=O (13E)-1-oxacyclohexadec-13-en-2-one